(E)-ethyl 3-((tert-butoxycarbonyl)-(isopropyl)amino)-2-(4-chlorophenyl)acrylate C(C)(C)(C)OC(=O)N(/C=C(/C(=O)OCC)\C1=CC=C(C=C1)Cl)C(C)C